FC1=C(C(=O)OC)C=C(C(=C1)NC(C(=O)OC)CC)[N+](=O)[O-] Methyl 2-fluoro-4-((1-methoxy-1-oxobutan-2-yl)amino)-5-nitrobenzoate